3,5-dimethyl-2-[6-[rac-(3aS,7aR)-6-ethyl-3,3a,4,5,7,7a-hexahydro-2H-pyrrolo[2,3-c]pyridin-1-yl]pyridazin-3-yl]phenol CC=1C(=C(C=C(C1)C)O)C=1N=NC(=CC1)N1CC[C@H]2[C@@H]1CN(CC2)CC |r|